(R)-4-amino-N-(1-(3-fluoropyridin-2-yl)ethyl)-N-((5-(trifluoromethyl)pyridin-2-yl)methyl)pyrrolo[1,2-a]quinoxaline-8-carboxamide NC=1C=2N(C3=CC(=CC=C3N1)C(=O)N(CC1=NC=C(C=C1)C(F)(F)F)[C@H](C)C1=NC=CC=C1F)C=CC2